3-fluoro-5-((7-methoxy-2-methyl-1,1-dioxo-3-oxo-2,3-dihydrobenzo[d]isothiazol-6-yl)oxy)benzonitrile FC=1C=C(C#N)C=C(C1)OC1=C(C2=C(C(N(S2(=O)=O)C)=O)C=C1)OC